tert-Butyl (1-((3-(piperidin-4-yloxy)phenyl)sulfonyl)piperidin-4-yl)carbamate N1CCC(CC1)OC=1C=C(C=CC1)S(=O)(=O)N1CCC(CC1)NC(OC(C)(C)C)=O